((2-(N,N-dimethylsulfamoyl)phenyl)amino)-3-((6-methoxy-2-methyl-1,2,3,4-tetrahydroisoquinolin-7-yl)amino)-N-(methyl-d3)-1,2,4-triazine-6-carboxamide CN(S(=O)(=O)C1=C(C=CC=C1)NC=1N=C(N=NC1C(=O)NC([2H])([2H])[2H])NC1=C(C=C2CCN(CC2=C1)C)OC)C